(S)-N-(5-chloro-6-(2H-1,2,3-triazol-2-yl)pyridin-3-yl)-1-(1-(1-hydroxyethyl)isoquinolin-5-yl)-5-(trifluoromethyl)-1H-pyrazole-4-carboxamide ClC=1C=C(C=NC1N1N=CC=N1)NC(=O)C=1C=NN(C1C(F)(F)F)C1=C2C=CN=C(C2=CC=C1)[C@H](C)O